CN(CCCCCCCC)C dimethyl-(octyl)amine